N1(CCOCC1)C1=NC=C(C=N1)B(O)O 2-(4-morpholinyl)pyrimidine-5-boronic acid